1,4-bis[4-(ethenyloxy)butyl]cyclohexane C(=C)OCCCCC1CCC(CC1)CCCCOC=C